C(C1=CC=CC=C1)(=O)O[C@H](C(=O)O)[C@@H](C(=O)O)OC(C1=CC=CC=C1)=O (2s,3s)-2,3-bis-benzoyloxy-succinic acid